COC(C(=O)OC)O methyl glyoxylate methyl hemiacetal